F[C@@H]1CN(C[C@H](C1)NC1=NC=CC(=N1)C=1C(=NC=CC1)F)C(=O)O (3S,5S)-3-fluoro-5-((4-(2-fluoropyridin-3-yl)pyrimidin-2-yl)amino)piperidine-1-carboxylic acid